Cl.N[C@@H]1CC[C@H](OC1)C(=O)NCC1=CC=C(C=C1)C(F)(F)F (2S,5R)-5-amino-N-[[4-(trifluoromethyl)phenyl]methyl]tetrahydropyran-2-carboxamide HCl salt